C[C@@H]1N(CC1)C=1N=C(C2=C(N1)CCC2)C2=CC=C1C(NC=NC1=C2)=O 7-[2-[(2S)-2-methylazetidin-1-yl]-6,7-dihydro-5H-cyclopenta[d]pyrimidin-4-yl]-3H-quinazolin-4-one